C(C)(=O)N1C=C2C(=CC(=CC2=C1)C1CCC(CC1)=O)N1CCCC2=CC(=C(C=C12)C(F)F)C=1C=NN(C1)C 4-(2-acetyl-7-(7-(difluoromethyl)-6-(1-methyl-1H-pyrazol-4-yl)-3,4-dihydroquinolin-1(2H)-yl)isoindol-5-yl)cyclohexanone